Cl.CNCCOC1=NOC(=C1)C N-methyl-2-((5-methylisoxazol-3-yl)oxy)ethan-1-amine Hydrochloride